(R)-1-(5-(1-phenyl-2,3-dihydro-1H-benzo[d]pyrrolo[1,2-a]imidazol-7-yl)pyrimidin-2-yl)cyclobutanol C1(=CC=CC=C1)[C@H]1CCC=2N1C1=C(N2)C=CC(=C1)C=1C=NC(=NC1)C1(CCC1)O